ClC1=C(C=C(C(=C1)F)[N+](=O)[O-])F 1-chloro-2,5-difluoro-4-nitrobenzene